N-(5-(4-(5-chloro-3-methyl-2-oxo-2,3-dihydro-1H-benzo[d]imidazol-1-yl)pyrimidin-2-ylamino)-2-((2-(dimethylamino)ethyl)(methyl)amino)-4-methoxyphenyl)acrylamide ClC1=CC2=C(N(C(N2C)=O)C2=NC(=NC=C2)NC=2C(=CC(=C(C2)NC(C=C)=O)N(C)CCN(C)C)OC)C=C1